4-(ethylsulfanyl)-5-methyl-N-(3-(N-methylsulfamoyl)phenyl)-2-(6-azaspiro[2.5]oct-6-yl)benzamide C(C)SC1=CC(=C(C(=O)NC2=CC(=CC=C2)S(NC)(=O)=O)C=C1C)N1CCC2(CC2)CC1